N-(4-Amino-1H-pyrazolo[4,3-c]pyridin-7-yl)-2-oxo-2-[rac-(2S)-2-(3-pyrrolidin-1-ylphenyl)-1-piperidyl]acetamide NC1=NC=C(C2=C1C=NN2)NC(C(N2[C@@H](CCCC2)C2=CC(=CC=C2)N2CCCC2)=O)=O |r|